ClC=1C(=CC2=C([C@@H]([C@](O2)(C2=CC=CC=C2)C=O)C)C1C1=C(C#N)C=CC(=C1F)OC[C@H](C)OC1OCCCC1)F 2-((2s,3s,4s)-5-chloro-6-fluoro-2-formyl-3-methyl-2-phenyl-2,3-dihydrobenzofuran-4-yl)-3-fluoro-4-((2S)-2-((tetrahydro-2H-pyran-2-yl)oxy)propoxy)benzonitrile